FC1=C(C=C(C(=C1)C#CC1=CC=C(C=C1)C1CCC(CC1)CCC)F)N=C=S 2,5-difluoro-1-isothiocyanato-4-((4-(4-n-propylcyclohexyl)phenyl)ethynyl)benzene